(E)-4-((4-hydroxy-3,5-dimethylphenyl)diazenyl)phenyl sulfurofluoridate S(OC1=CC=C(C=C1)\N=N\C1=CC(=C(C(=C1)C)O)C)(=O)(=O)F